Diethyl trisulfide C(C)SSSCC